COC(C1=CC(=C(C=C1)N1CCN(CC1)CC1=CC=2C3=C(N(C(NC3=C1F)=O)CC)N=CN2)F)=O.C(C)(C)(C)[Si](OC(=C)C2=CC=CC=C2)(C)C tert-butyl-dimethyl-((1-phenylvinyl)oxy)silane methyl-4-(4-((3-ethyl-9-fluoro-2-oxo-2,3-dihydro-1H-pyrimido[4,5,6-de]quinazolin-8-yl)methyl)piperazin-1-yl)-3-fluorobenzoate